tert-Butyl (2-(hydroxymethyl)cyclopentyl)carbamate OCC1C(CCC1)NC(OC(C)(C)C)=O